C(=C)C1C(C1)(C(=O)[O-])C(=O)[O-].[In+3].C(=C)C1C(C1)(C(=O)[O-])C(=O)[O-].C(=C)C1C(C1)(C(=O)[O-])C(=O)[O-].[In+3] indium 2-vinylcyclopropane-1,1-dicarboxylate